FC=1C(=NC(=NC1)NC1CCC(CC1)N)C1=CN=C2N1C=C(C=C2)NCC2=CC=C(C=C2)F (1r,4r)-N1-(5-Fluoro-4-(6-((4-fluorobenzyl)amino)imidazo[1,2-a]pyridin-3-yl)pyrimidin-2-yl)cyclohexane-1,4-diamine